(2-methyloxazol-4-yl)(tetrahydro-2H-pyran-4-yl)methanol CC=1OC=C(N1)C(O)C1CCOCC1